tri-o-toluyl borate B(OC1=C(C=CC=C1)C)(OC1=C(C=CC=C1)C)OC1=C(C=CC=C1)C